NC1CC(CN(C1)C(=O)C1=CC2=C(N(C(=N2)C2=CC=3C(=NC=CC3)N2CC2CC2)C)C(=C1)OC)C#N 5-Amino-1-{2-[1-(cyclopropylmethyl)-1H-pyrrolo[2,3-b]pyridin-2-yl]-7-methoxy-1-methyl-1H-1,3-benzodiazole-5-carbonyl}piperidine-3-carbonitrile